6-((2-(Dimethylamino)ethyl)(methyl)amino)-4-hydroxypyrazolo[1,5-a]pyridine-3-carbonitrile CN(CCN(C=1C=C(C=2N(C1)N=CC2C#N)O)C)C